C1(CCC1)N1N=C(C=C1)S(=O)(=O)N(CC1=CC=C(C=C1)OC)CC1=CC=C(C=C1)OC 1-cyclobutyl-N,N-bis(4-methoxybenzyl)-1H-pyrazole-3-sulfonamide